ClC1=CC=C(C=C1)C1=NC(C=2N(C3=C1C(=C(S3)C)C)C(=NN2)C)CC(=O)N 2-(4-(4-chlorophenyl)-2,3,9-trimethyl-6H-thieno[3,2-f][1,2,4]triazolo[4,3-a][1,4]diazepin-6-yl)acetamide